5-(Azetidin-3-yl)-2-({6-[(1,3-benzothiazol-2-yl)amino]-5-methylpyridazin-3-yl}(methyl)amino)-1,3-thiazole-4-carboxylic acid N1CC(C1)C1=C(N=C(S1)N(C)C=1N=NC(=C(C1)C)NC=1SC2=C(N1)C=CC=C2)C(=O)O